ClC=1C(=C(C=CC1)C1(CN(C(C2=C1N=C(N=C2N(C)C)SC)=O)CC2=C(C=C(C=C2)OC)OC)C)F 8-(3-chloro-2-fluorophenyl)-6-[(2,4-dimethoxyphenyl)methyl]-4-(dimethylamino)-8-methyl-2-(methylsulfanyl)-7,8-dihydropyrido[4,3-d]pyrimidin-5(6H)-one